3,5-di(9H-carbazol-9-yl)-2'-(5H-pyrido[4,3-b]indol-5-yl)-[1,1'-biphenyl] C1=CC=CC=2C3=CC=CC=C3N(C12)C=1C=C(C=C(C1)N1C2=CC=CC=C2C=2C=CC=CC12)C1=C(C=CC=C1)N1C2=C(C=3C=CC=CC13)C=NC=C2